FC(C=1C=CC=2N(N1)C(=CN2)C2=CC(=NC=N2)N2CC1(CC1)C(C(C2)CNS(=O)(=O)C)(F)F)F N-((5-(6-(6-(Difluoromethyl)imidazo[1,2-b]pyridazin-3-yl)pyrimidin-4-yl)-8,8-difluoro-5-azaspiro[2.5]octan-7-yl)methyl)methanesulfonamide